C12(CC3CC(CC(C1)C3)C2)CN2N=CC(=C2C)C2=C(C3=C(N=C2)N(C=C3)C=3C=NC(=C(C3)C)NC3=NC=CC=C3)C(=O)O 5-(1-(adamantan-1-ylmethyl)-5-methyl-1H-pyrazol-4-yl)-1-(5-methyl-6-(pyridin-2-ylamino)pyridin-3-yl)-1H-pyrrolo[2,3-b]pyridine-4-carboxylic acid